C1(=CC=CC=C1)C1C=2N(CCC1)N=C(N2)C(=O)O 8-phenyl-5,6,7,8-tetrahydro-[1,2,4]triazolo[1,5-a]pyridine-2-carboxylic acid